(R)-1-(4-(2-(4-chlorophenyl)but-3-yn-2-yl)thiazol-2-yl)-3-(3-hydroxy-3-methylbutyl)urea ClC1=CC=C(C=C1)[C@@](C)(C#C)C=1N=C(SC1)NC(=O)NCCC(C)(C)O